5-(2-(Azetidin-2-yl)ethyl)-2-methyl-N-(1-(naphthalen-1-yl)cyclopropyl)benzamide N1C(CC1)CCC=1C=CC(=C(C(=O)NC2(CC2)C2=CC=CC3=CC=CC=C23)C1)C